barium yttrium lead [Pb].[Y].[Ba]